FC(CN1C(=NC=2C1=NC(=CC2)C=2C=CN1N=C(N=CC12)NC1CCC(CC1)C(=O)N(C)C)C)F 4-((5-(3-(2,2-Difluoroethyl)-2-methyl-3H-imidazo[4,5-b]pyridin-5-yl)pyrrolo[2,1-f][1,2,4]triazin-2-yl)amino)-N,N-dimethylcyclohexane-1-carboxamide